FC=1C=C2CN(CC2=CC1)C1=NC2=C(C=C(C=C2C(N1C1CCOCC1)=O)C)C(C)NC1=C(C(=O)O)C=CC=C1 2-[1-[2-(5-Fluoro-1,3-dihydroisoindol-2-yl)-6-methyl-3-(oxan-4-yl)-4-oxoquinazolin-8-yl]ethylamino]benzoic acid